OC(CN(CCCNC(CCCCCCCCCCCCC)=O)CCCOCCCCCCCCCCC(C)C)CO N-[3-[(2,3-dihydroxypropyl)(3-isotridecyloxypropyl)amino]propyl]myristamide